4-(4-((1R,5s)-3,8-diazabicyclo[3.2.1]oct-3-yl)-7-chloro-8-fluoro-2-(((2r,7as)-2-fluorohexahydro-1H-pyrrolizin-7a-yl)methoxy)pyrido[4,3-d]pyrimidin-5-yl)-5,6-difluoronaphthalen-2-ol [C@H]12CN(C[C@H](CC1)N2)C=2C1=C(N=C(N2)OC[C@]23CCCN3C[C@@H](C2)F)C(=C(N=C1C1=CC(=CC2=CC=C(C(=C12)F)F)O)Cl)F